CCC(C)(C/C(=N\\OS(=O)(=O)[O-])/S[C@H]1[C@@H]([C@H]([C@@H]([C@H](O1)CO)O)O)O)O The molecule is a hydroxy-alkylglucosinolate that is 2-methylbutylglucosinolate which has been hydroxylated at the 2-position of the 2-methylbutyl chain. It derives from a 2-methylbutylglucosinolate. It is a conjugate base of a glucocleomin.